(1-(2-phenylpropyl)-1H-pyrazol-4-yl)methylamine hydrochloride Cl.C1(=CC=CC=C1)C(CN1N=CC(=C1)CN)C